5-(4-isopropoxy-3-(trifluoromethyl)phenyl)-3-(1-isopropyl-1H-benzo[d][1,2,3]triazol-5-yl)-1,2,4-oxadiazole C(C)(C)OC1=C(C=C(C=C1)C1=NC(=NO1)C1=CC2=C(N(N=N2)C(C)C)C=C1)C(F)(F)F